5,7,8-trihydroquinoline N1=CC=CC=2CCCCC12